beta-caroteneethanol C([C@@]1(C)CCCC(C)=C1\C=C\C(\C)=C\C=C\C(\C)=C\C=C\C=C(/C)\C=C\C=C(/C)\C=C\C1=C(C)CCCC1(C)C)CCO